(±)-4-[5-(4-methylphenyl)-2-{octahydro-1H-pyrrolo[3,4-c]pyridin-2-yl}pyrimidin-4-yl]benzonitrile CC1=CC=C(C=C1)C=1C(=NC(=NC1)N1CC2CNCCC2C1)C1=CC=C(C#N)C=C1